4-(3-methyl-4,5-dioxo-4,5-dihydro-2H-benzo[g]indazol-2-ylsulfonyl)benzoic acid methyl ester COC(C1=CC=C(C=C1)S(=O)(=O)N1N=C2C3=C(C(C(C2=C1C)=O)=O)C=CC=C3)=O